ClC1=C(C(=CC=C1)Cl)/C=C/C(/C)=N/OCC1=C(C=CC=C1)\C(\C(=O)NC)=N/OC (αe)-2-[[[(E)-[(2E)-3-(2,6-dichlorophenyl)-1-methyl-2-propen-1-ylidene]amino]oxy]methyl]-α-(methoxyimino)-N-methylphenylacetamide